4-(6-((4-chloro-2-fluorobenzofuran-7-yl)methoxy)pyridin-2-yl)cyclohex-3-ene ClC1=CC=C(C2=C1C=C(O2)F)COC2=CC=CC(=N2)C2=CCCCC2